C1NCC=2C(=CC=CC12)CO 2,3-dihydro-1H-isoindole-4-methanol